N'-benzyl-N'-[(4-fluoro-2-methyl-phenyl)methyl]oxamide 2,2,2-trifluoroethyl-2-[benzyl-[(4-fluoro-2-methyl-phenyl)methyl]amino]-2-oxo-acetate FC(COC(C(=O)N(CC1=C(C=C(C=C1)F)C)CC1=CC=CC=C1)=O)(F)F.C(C1=CC=CC=C1)N(C(C(N)=O)=O)CC1=C(C=C(C=C1)F)C